FC(C)(F)C1=NC(=CC(=N1)NC1=CC(=NC=C1F)NC(C)=O)C(C)C N-(4-((2-(1,1-difluoroethyl)-6-isopropylpyrimidin-4-yl)amino)-5-fluoropyridin-2-yl)acetamide